(2,6-difluoro-4-(4-methylpiperazin-1-yl)phenyl)amino-2-methylquinoline-5,8-dione FC1=C(C(=CC(=C1)N1CCN(CC1)C)F)NC=1C(=NC=2C(C=CC(C2C1)=O)=O)C